1-propyldimethylamino-1-propanesulfonate C(CC)C(CC)(S(=O)(=O)[O-])N(C)C